CC1=CC(=C2CC(OC2=C1C)(C)C)C 2,2,4,6,7-pentamethyldihydrobenzofuran